CC1=CC=C(C=C1)[C@@H](C)CCC=C(C)C 1-Methyl-4-((S)-6-methylhept-5-en-2-yl)-benzene